FC(C=1C=CC=C2C(=NN(C12)CC#C)NC(C1=CC=C(C=C1)F)=O)F N-(7-(difluoromethyl)-1-(prop-2-yn-1-yl)-1H-indazol-3-yl)-4-fluorobenzamide